S1C(=NC2=C1C=CC=C2)CN2CCN(CC2)C2=C(C#N)C(=CC(=C2)CC(C)C)C 2-(4-(benzo[d]thiazol-2-ylmethyl)piperazin-1-yl)-4-isobutyl-6-methylbenzonitrile